BrC1=C(C=C(C(=C1)F)OC)S(=O)(=O)N[C@@H](C(=O)OC)C(C)C methyl (R)-2-(2-bromo-4-fluoro-5-methoxyphenylsulfonylamino)-3-methylbutyrate